N-methylazetidin-1-carboxamide CNC(=O)N1CCC1